(2-chloro-4-fluoro-6-isopropylphenyl)-2-((6-(4-(2-hydroxyethyl)piperazin-1-yl)-2-methylpyrimidin-4-yl)amino)thiazole-5-carboxamide ClC1=C(C(=CC(=C1)F)C(C)C)C=1N=C(SC1C(=O)N)NC1=NC(=NC(=C1)N1CCN(CC1)CCO)C